C(C)(C)(C)OC(=O)N1CCN(CC1)C=1C=CC(=C2C=CN(C12)C(=O)OC(C)(C)C)N1C(NC(CC1)=O)=O tert-Butyl 7-(4-(tert-butoxycarbonyl)piperazin-1-yl)-4-(2,4-dioxotetrahydro-pyrimidin-1(2H)-yl)-1H-indole-1-carboxylate